(1-vinyl-2-oxabicyclo[2.2.2]octan-4-yl)methyl-4-methylbenzenesulfonate C(=C)C12OCC(CC1)(CC2)COS(=O)(=O)C2=CC=C(C=C2)C